ClC=1C=C(C=C(C1)Cl)C=1C=CC=C2C(=C(C=NC12)NC(=O)[C@@H]1CCOC2=CC=CC=C12)N(C)OC (4R)-N-[8-(3,5-dichlorophenyl)-4-[methoxy(methyl)amino]-3-quinolyl]chromane-4-carboxamide